ClC1=CC=C(C=C1)C#CC1=NN=C(S1)NC(C1=C(C=NC=C1)C1=CC(=CC=C1)OCCN1CCOCC1)=O N-(5-((4-chlorophenyl)ethynyl)-1,3,4-thiadiazol-2-yl)-3-(3-(2-morpholinoethoxy)phenyl)isonicotinamide